(6-Fluoropyridin-3-yl)-2-(4-(4-methyl-4H-1,2,4-triazol-3-yl)piperidin-1-yl)-6-(4-methylpiperazin-1-yl)benzonitrile FC1=CC=C(C=N1)C=1C(=C(C#N)C(=CC1)N1CCN(CC1)C)N1CCC(CC1)C1=NN=CN1C